NC=1SC2=C(C1C#N)[C@@](CCC2)(C2=NC(=NO2)C2=NC(=NC=C2)N2[C@H](CNCCC2)C)C (4R)-2-amino-4-methyl-4-(3-{2-[(2S)-2-methyl-1,4-diazepan-1-yl]pyrimidin-4-yl}-1,2,4-oxadiazol-5-yl)-6,7-dihydro-5H-1-benzothiophene-3-carbonitrile